hexahydropyridine-1-carboxylic acid-2-methylpropan-2-yl ester CC(C)(C)OC(=O)N1CCCCC1